N[C@H](C(=O)O)CC(C(=O)O)=C L-2-Amino-4-methylenepentanedioic acid